10-methyl-9-anthraldehyde CC1=C2C=CC=CC2=C(C2=CC=CC=C12)C=O